1-Propyl-3-ethylpyrrolidinium fluorid [F-].C(CC)[NH+]1CC(CC1)CC